N,N-bis(3-methoxybenzyl)oxazol-2-amine COC=1C=C(CN(C=2OC=CN2)CC2=CC(=CC=C2)OC)C=CC1